C[C@H]1CN(CC[C@@H]1NC(=O)C1=CC(=CC=2N(C=NC21)CC(F)(F)F)C#CCNC=2C(OC)=CC=C(C2)S(=O)(=O)C)C2CCOCC2 N-[(3S,4S)-3-methyl-1-(tetrahydro-2H-pyran-4-yl)-4-piperidyl]-6-[3-(4-mesyl-2-anisidino)-1-propynyl]-1-(2,2,2-trifluoroethyl)-1H-1,3-benzimidazole-4-carboxamide